N-((5-chloro-6-((3-methylisoxazol-5-yl)methoxy)-1H-indol-2-yl)methyl)-2-cyclopropyl-2-hydroxyacetamide ClC=1C=C2C=C(NC2=CC1OCC1=CC(=NO1)C)CNC(C(O)C1CC1)=O